9-(2-(trifluoromethoxy)ethyl)-3,9-diazaspiro[5.5]undecane FC(OCCN1CCC2(CCNCC2)CC1)(F)F